ClC=1C=C(C=CC1)C(CO)NC(=O)C1=CN(C=C1)C1=NC(=NC=C1C)NC1=C(C=C(C=C1)F)OC N-(1-(3-chlorophenyl)-2-hydroxyethyl)-1-(2-((4-fluoro-2-methoxyphenyl)amino)-5-methylpyrimidin-4-yl)-1H-pyrrole-3-carboxamide